(2-(difluoromethyl)-4-nitrophenyl)(methyl)sulfane FC(C1=C(C=CC(=C1)[N+](=O)[O-])SC)F